5-[4-amino-5-(trifluoromethyl)pyrrolo[2,1-f][1,2,4]triazin-7-yl]-N-[(3R,4S)-4-fluoro-1-(2-fluorobenzoyl)pyrrolidin-3-yl]-2-(deutero)methoxypyridine-3-carboxamide NC1=NC=NN2C1=C(C=C2C=2C=C(C(=NC2)OC[2H])C(=O)N[C@@H]2CN(C[C@@H]2F)C(C2=C(C=CC=C2)F)=O)C(F)(F)F